2-(4-(hydroxycarbamoyl)phenyl)acetamide ONC(=O)C1=CC=C(C=C1)CC(=O)N